CN(CCC1=CN(C2=CC(=CC=C12)OC)C(=O)OCC(C)C)C Isobutyl 3-[2-(dimethyl-amino)ethyl]-6-methoxy-indole-1-carboxylate